CC1=CC=C(C=C1)S(=O)O p-toluenesulphinic acid